[Cl-].C(#N)C1=NN(N([NH2+]1)C1=CC=C(C=C1)C)C1=CC=C(C=C1)C 5-cyano-2,3-bis(p-tolyl)tetrazolium chloride